O[C@@H]1[C@H](O)[C@@H](O)[C@@H](O)[C@@H](O1)CO β-L-altropyranose